C(C)(=O)OC1=C(C(=O)OC)C=CC(=C1)I methyl 2-acetoxy-4-iodobenzoate